[Cl-].C[N+](CCC[Si](OC)(OC)OC)(CCCCCCCCCCCCCCCCCC)C dimethyloctadecyl(3-(trimethoxysilyl)propyl)-ammonium chloride